(Z)-6-fluoro-3-((1-methyl-1H-imidazol-2-yl)methylene)-4-nitroisobenzofuran-1(3H)-one FC1=CC(=C2/C(/OC(C2=C1)=O)=C/C=1N(C=CN1)C)[N+](=O)[O-]